DimethylAminotriethylsilane CN(C)[Si](CC)(CC)CC